CC[C@H](C(=O)O)N The molecule is an optically active form of alpha-aminobutyric acid having D-configuration. It is an alpha-aminobutyric acid and a D-alpha-amino acid. It is an enantiomer of a L-alpha-aminobutyric acid.